(2S,3R,4R,5S,6R)-2-[4-chloro-3-[[4-[[(2R)-oxiran-2-yl]methoxy]phenyl]methyl]phenyl]-6-methylthiotetrahydropyran-3,4,5-triol ClC1=C(C=C(C=C1)[C@@H]1O[C@@H]([C@H]([C@@H]([C@H]1O)O)O)SC)CC1=CC=C(C=C1)OC[C@@H]1OC1